3-(tert-butyl)-3-hydroxy-1-methylindolin-2-one C(C)(C)(C)C1(C(N(C2=CC=CC=C12)C)=O)O